ClC1=C(C=CC=C1)N1N=C(C=C1C1=CC(=CC(=C1)OC)OC)CO [1-(2-Chlorophenyl)-5-(3,5-dimethoxyphenyl)-1H-pyrazol-3-yl]methanol